(R)-5-(5-((2,3-dihydro-1H-inden-1-yl)amino)pyrazin-2-yl)nicotinaldehyde [C@H]1(CCC2=CC=CC=C12)NC=1N=CC(=NC1)C=1C=NC=C(C=O)C1